C[Si](C=C)(C)N(S(=O)(=O)F)[Si](C)(C)C=C bis(dimethyl-(vinyl)silyl)sulfamoyl fluoride